diisocyanato-1-naphthalenesulfonic acid N(=C=O)C=1C(=C(C2=CC=CC=C2C1)S(=O)(=O)O)N=C=O